C1(=CC=CC=C1)C(CC(=O)C1=CC=C(C=C1)C(C)C)=O 1-phenyl-3-(4-isopropylphenyl)-propane-1,3-dione